2-(4-fluorophenyl)-8-((2S,3R)-2-(hydroxymethyl)-1-methylpyrrolidin-3-yl)-5,7-dimethoxy-4H-chromen-4-one FC1=CC=C(C=C1)C=1OC2=C(C(=CC(=C2C(C1)=O)OC)OC)[C@@H]1[C@H](N(CC1)C)CO